CC12OCC(C1)(C2)CN 1-(1-methyl-2-oxabicyclo[2.1.1]hexan-4-yl)methanamine